(6r,7r)-7-[(Z)-2-(2-amino-4-thiazolyl)-2-hydroxyiminoacetamido]-8-oxo-3-vinyl-5-thia-1-azabicyclo[4.2.0]oct-2-ene-2-carboxylic acid NC=1SC=C(N1)/C(/C(=O)N[C@H]1[C@H]2SCC(=C(N2C1=O)C(=O)O)C=C)=N/O